N-Phenethylmorpholine-4-carboxamide C(CC1=CC=CC=C1)NC(=O)N1CCOCC1